FC1=CC=C(C=O)C=C1 4-Fluoro-benzaldehyde